N[C@H](CO)[C@H](C)O (2R,3S)-2-aminobutane-1,3-diol